FCC1=CC(CCC1)C1=C(C=C(C=C1O)CCCCC)O 2-[3-(Fluoromethyl)cyclohex-2-en-1-yl]-5-pentylbenzene-1,3-diol